tert-butyl 4-((2-methyl-4-(8-methyl-[1,2,4]triazolo[1,5-a]pyridin-6-yl)-6-nitrophenyl)amino)piperidine-1-carboxylate CC1=C(C(=CC(=C1)C=1C=C(C=2N(C1)N=CN2)C)[N+](=O)[O-])NC2CCN(CC2)C(=O)OC(C)(C)C